3-((5-hydroxy-7-benzyloxy-2-(4-fluorophenyl)-4-oxo-4H-chromen-8-yl)oxy)pyrrolidine-1-carboxylic acid benzyl ester C(C1=CC=CC=C1)OC(=O)N1CC(CC1)OC=1C(=CC(=C2C(C=C(OC12)C1=CC=C(C=C1)F)=O)O)OCC1=CC=CC=C1